5-bromo-2-methyl-pyrazole-3-carboxylic acid methyl ester COC(=O)C=1N(N=C(C1)Br)C